(4-(4-((3-(2,3-difluoro-4-methoxyphenyl)imidazo[1,2-a]pyrazin-8-yl)amino)-2-methoxybenzoyl)piperazin-1-yl)(piperidin-4-yl)methanone formate C(=O)O.FC1=C(C=CC(=C1F)OC)C1=CN=C2N1C=CN=C2NC2=CC(=C(C(=O)N1CCN(CC1)C(=O)C1CCNCC1)C=C2)OC